ClC=1C=C2C(=CN=C(C2=CN1)OC)C(CO)O 1-(6-chloro-1-methoxy-2,7-naphthyridin-4-yl)ethane-1,2-diol